CC=1C=C(C=CC1)C1=CC(=CC=C1)C 3,3'-dimethyl-(1,1'-biphenyl)